FC(OC=1C=NC(=NC1)N[C@@H]1C[C@H](CC1)NC1=NC=C(C=C1)I)F (1S,3S)-N1-(5-(difluoromethoxy)pyrimidin-2-yl)-N3-(5-iodopyridin-2-yl)cyclopentane-1,3-diamine